1-(7-(azetidin-1-yl)-3H-phenoxazin-3-ylidene)azetidin-1-ium N1(CCC1)C=1C=C2OC3=CC(C=CC3=NC2=CC1)=[N+]1CCC1